2-amino-6-(piperidin-1-yl)-4-(3-(pyridin-3-yl)phenyl)pyridine-3,5-dinitrile NC1=NC(=C(C(=C1C#N)C1=CC(=CC=C1)C=1C=NC=CC1)C#N)N1CCCCC1